BrC=1C=C(C(=NC1OC1CC2=CC=CC=C2C1)C)C(=N)N(C)CC (5-bromo-6-indan-2-oxy-2-methyl-3-pyridinyl)-N-ethyl-N-methyl-formamidine